1-[(2R,3S,4R,SR)-4-[tert-butyl(dimethyl)silyl]oxy-3-fluoro-5-(hydroxymethyl)tetrahydrofuran-2-yl]-6-chloro-4-(3,3-difluoropyrrolidin-1-yl)pyrazolo[3,4-b]pyridine-5-carbonitrile [Si](C)(C)(C(C)(C)C)O[C@H]1[C@@H]([C@@H](O[C@H]1CO)N1N=CC=2C1=NC(=C(C2N2CC(CC2)(F)F)C#N)Cl)F |&1:12|